C1(CC1)C1=C(C=C(C(=C1)I)C)N(C(C#CC)=O)C1=CC=C2C(=N1)C(=NN2C)OC2CC(CCC2)C(=O)O 3-({5-[N-(2-cyclopropyl-4-iodo-5-methylphenyl)but-2-ynamido]-1-methylpyrazolo[4,3-b]pyridin-3-yl}oxy)cyclohexane-1-carboxylic acid